C(C1=CC=CC=C1)OCC[B-](F)(F)F.[K+] Potassium 2-benzyloxyethyl-(trifluoro)borohydride